(3Z)-5-(2,3-dihydro-1H-indol-1-ylsulfonyl)-3-({3,5-Dimethyl-4-[(4-methylpiperazin-1-yl)carbonyl]-1H-pyrrol-2-yl}methylene)-1,3-dihydro-2H-indol-2-one N1(CCC2=CC=CC=C12)S(=O)(=O)C=1C=C2/C(/C(NC2=CC1)=O)=C/C=1NC(=C(C1C)C(=O)N1CCN(CC1)C)C